[OH-].OCC[N+](C)(CCO)CCO tris(2-hydroxyethyl)-methyl-ammonium hydroxide